N-(2-carbamoyl-4-chloro-6-methyl-phenyl)-5-chloro-2-(2,2-difluoroethyl)pyrazole-3-carboxamide C(N)(=O)C1=C(C(=CC(=C1)Cl)C)NC(=O)C=1N(N=C(C1)Cl)CC(F)F